(3R)-1-(2,2,2-trifluoroethyl)pyrrolidin-3-amine FC(CN1C[C@@H](CC1)N)(F)F